4-((2,4-dioxo-3-(3-(trifluoromethyl)phenethyl)-3,4-dihydroquinazolin-1(2H)-yl)methyl)-N-hydroxycyclohexane-carboxamide O=C1N(C2=CC=CC=C2C(N1CCC1=CC(=CC=C1)C(F)(F)F)=O)CC1CCC(CC1)C(=O)NO